BrC=1C=NC(=NC1)CC1CC2(CN(C2)C(=O)OC(C)(C)C)C1 tert-butyl 6-[(5-bromopyrimidin-2-yl)methyl]-2-azaspiro[3.3]heptane-2-carboxylate